P(=O)(OF)(OF)OF Trifluoro phosphate